C[C@H]1O[C@H](CN(C1)C1=CN=NC2=CC=C(C=C12)C1=CN=C(S1)NC(=O)C1C(OC(C1)(C)C)(C)C)C N-(5-(4-((2R,6S)-2,6-dimethylmorpholino)cinnolin-6-yl)thiazol-2-yl)-2,2,5,5-tetramethyltetrahydrofuran-3-carboxamide